5-[4-(4-formyl-1-piperidyl)phenyl]-6-(4-pyridyl)-8,9-dihydro-7H-benzo[7]annulene-2-carboxylic acid C(=O)C1CCN(CC1)C1=CC=C(C=C1)C1=C(CCCC2=C1C=CC(=C2)C(=O)O)C2=CC=NC=C2